tert-Butyl 4-(7-bromo-6-chloro-8-fluoro-2-(((3-fluoropyridin-2-yl)methoxy)methyl)quinazolin-4-yl)piperazine-1-carboxylate BrC1=C(C=C2C(=NC(=NC2=C1F)COCC1=NC=CC=C1F)N1CCN(CC1)C(=O)OC(C)(C)C)Cl